O(C1=CC=CC=C1)C1=CC=C(C=C1)N1CC2=CC=CC(=C2CC1)C(CC(=O)O)C1=CC2=C(N(N=N2)C)C(=C1)OC 3-[2-(4-Phenoxyphenyl)-1,2,3,4-tetrahydroisoquinolin-5-yl]-3-(7-methoxy-1-methyl-1H-benzo[d][1,2,3]triazol-5-yl)propionic acid